2,2-bis(hydroxylmethyl)propionate OCC(C(=O)[O-])(C)CO